5-({3-[(1S)-1-aminoethyl]-3-hydroxyazetidin-1-yl}carbonyl)-6-[(2-fluoro-4-iodophenyl)amino]pyrimidin-2(1H)-one N[C@@H](C)C1(CN(C1)C(=O)C=1C=NC(NC1NC1=C(C=C(C=C1)I)F)=O)O